3,5-dihydroxy-2,4,6-trinitroaniline biguanide salt NC(=N)NC(=N)N.OC=1C(=C(N)C(=C(C1[N+](=O)[O-])O)[N+](=O)[O-])[N+](=O)[O-]